(6-((2-(1-(cyclopropylsulfonyl)-1H-pyrazol-4-yl)pyrimidin-4-yl)amino)-4-(isopropylamino)pyridin-3-yl)(2-(methylsulfonyl)-2,7-diazaspiro[3.5]nonan-7-yl)methanone C1(CC1)S(=O)(=O)N1N=CC(=C1)C1=NC=CC(=N1)NC1=CC(=C(C=N1)C(=O)N1CCC2(CN(C2)S(=O)(=O)C)CC1)NC(C)C